O[C@H]1[C@@H](O[C@@H]([C@H]1O)CSC)N1C2=NC=NC(=C2N=C1)NCCCCCC(=O)N 6-([9-[(2R,3R,4S,5S)-3,4-dihydroxy-5-[(methylsulfanyl)methyl]oxolan-2-yl]-9H-purin-6-yl]amino)hexanamide